N6-((spiro[2.3]hex-1-en-5-ylmethoxy)carbonyl)lysine C1=CC12CC(C2)COC(=O)NCCCC[C@H](N)C(=O)O